3-((R)-1-((7-((1R,4R)-2-oxa-5-azabicyclo[2.2.1]heptan-5-yl)((dimethylamino)methyl)pyrido[3,4-d]pyridazin-1-yl)amino)ethyl)-2-methylbenzonitrile [C@H]12OC[C@H](N(C1)C1=CC=3C(=C(N=NC3N[C@H](C)C=3C(=C(C#N)C=CC3)C)CN(C)C)C=N1)C2